NC1=C(C(C#N)=CC=C1)C#N aminomono-phthalonitrile